4-{[3-(2-hydroxyethyl)phenyl]amino}-2-[(6-methoxy-1,2,3,4-tetrahydroisoquinolin-7-yl)amino]pyrimidine-5-carboxamide OCCC=1C=C(C=CC1)NC1=NC(=NC=C1C(=O)N)NC1=C(C=C2CCNCC2=C1)OC